C(N)(=O)C(C#N)CNC=O.[Na] sodium carbamoyl-beta-formamidopropionitrile